CN([C@H]1CCCC=2C=CC=NC12)CC1NCCN(C1)CC1=C(C=CC=C1)N1CCN(CC1)C (8S)-N-methyl-N-((4-(2-(4-methylpiperazin-1-yl)benzyl)piperazin-2-yl)methyl)-5,6,7,8-tetrahydroquinolin-8-amine